L-prolyl-valin N1[C@@H](CCC1)C(=O)N[C@@H](C(C)C)C(=O)O